iminodioxane N=C1OCCOC1